[O-]S(=O)(=O)C(F)(F)F.FC1=CC2=C([S+](C3=C2C=C(C=C3)F)C(F)(F)F)C=C1 2,8-difluoro-5-(trifluoromethyl)-5H-dibenzo[B,D]thiophen-5-ium triflate